FC1=CC=C(C=C1)S(=O)(=O)NC1=C(C(=O)NC=2SC=C(N2)C2=CC=C(C=C2)C)C=CC=C1 2-[[(4-fluorophenyl)sulfonyl]amino]-N-[4-(4-methylphenyl)-2-thiazolyl]-benzamide